(cyclobutyl-methyl-[sulfonamido]phenyl)-5-(pyridin-2-ylamino)-1H-pyrazole-4-carboxamide C1(CCC1)C=1C(=C(C=CC1)N1N=CC(=C1NC1=NC=CC=C1)C(=O)N)NS(=O)(=O)C